C1(CC1)C=1N=NN(C1)[C@H](C(=O)N1[C@@H](C[C@H](C1)O)C(=O)NCC=1N=COC1COC)C(C)(C)C (2S,4R)-1-[(2S)-2-(4-cyclopropyltriazol-1-yl)-3,3-dimethyl-butanoyl]-4-hydroxy-N-[[5-(methoxymethyl)oxazol-4-yl]methyl]pyrrolidine-2-carboxamide